Tert-butyl butyrate C(CCC)(=O)OC(C)(C)C